CNC1=CC=C(OC)C=C1 N-methyl-para-anisidine